4-methyl-3-(trifluoromethyl)-2,5,7,8-tetrahydro-6H-pyrazolo[4',3':4,5]pyrrolo[1,2-a]pyrazin CC=1C=2C(N3C1CNCC3)=NNC2C(F)(F)F